3-(2-chloropyrimidin-5-yl)-N-(4-(trifluoromethyl)phenyl)pyrazin-2-amine ClC1=NC=C(C=N1)C=1C(=NC=CN1)NC1=CC=C(C=C1)C(F)(F)F